FC(C1=CC(=NC(=C1)C(F)(F)F)N1[C@@H](CC[C@@H]1C)C(=O)N(C)C1=CC=C(C=C1)F)(F)F (2S,5S)-1-(4,6-bis(trifluoromethyl)pyridin-2-yl)-N-(4-fluorophenyl)-N,5-dimethylpyrrolidine-2-carboxamide